8-chloro-6-iodo-4-(neopentylamino)quinoline-3-carbonitrile ClC=1C=C(C=C2C(=C(C=NC12)C#N)NCC(C)(C)C)I